N-((1R,4R)-4-(((2-((1-(2-cyanopropan-2-yl)-1H-pyrazol-4-yl)amino)-5-fluoropyrimidin-4-yl)oxy)methyl)cyclohexyl)acetamide C(#N)C(C)(C)N1N=CC(=C1)NC1=NC=C(C(=N1)OCC1CCC(CC1)NC(C)=O)F